C1(=CC(=CC=C1)C1=C(C(=O)[O-])C=CC(=C1)N)C1=C(C(=O)[O-])C=CC(=C1)N 1,3-phenylenebis(4-aminobenzoate)